C1(CC1)C=1C(=NC(=NC1)N1N=C(C=C1)C(F)(F)F)OC1=CC(=CC=C1)OC(F)(F)F 5-cyclopropyl-4-[3-(trifluoromethoxy)phenoxy]-2-[3-(trifluoromethyl)-1H-pyrazol-1-yl]pyrimidine